6-methyl-1-p-toluenesulfonyl-1,6-dihydro-7H-pyrrolo[2,3-c]pyridin-7-one CN1C(C2=C(C=C1)C=CN2S(=O)(=O)C2=CC=C(C)C=C2)=O